C1[C@@H]2N(C1=O)COS2 oxapenam